C(C)(C)(C)OC(=O)N1CC=2C(=NN3C2C(N(CC(C3)(C)C)C)=O)C[C@H]1C (R)-3,8,8,10-tetramethyl-11-oxo-1,3,4,7,8,9,10,11-octahydro-2H-pyrido[4',3':3,4]Pyrazolo[1,5-a][1,4]Diazepine-2-carboxylic acid tert-butyl ester